3-(difluoromethyl)-pyrazole-4-carboxylate FC(C1=NNC=C1C(=O)[O-])F